(1R,3R,4R)-N-[(1R)-1-cyano-2-[(3S)-2-oxo-3-piperidyl]ethyl]-2-[(2R)-3-cyclobutyl-2-[(2,2,2-trifluoroacetyl)amino]propanoyl]-5,5-difluoro-2-azabicyclo[2.2.2]octane-3-carboxamide C(#N)[C@@H](C[C@H]1C(NCCC1)=O)NC(=O)[C@@H]1N([C@H]2CC([C@@H]1CC2)(F)F)C([C@@H](CC2CCC2)NC(C(F)(F)F)=O)=O